N1N=NC=2N=C(N=CC21)C=2C=CC(=C(C(=O)NC1=CC=C(C=C1)CO[C@@H](C(F)(F)F)C1=CC=CC=C1)C2)F (R)-5-(1H-[1,2,3]triazolo[4,5-d]pyrimidin-5-yl)-2-fluoro-N-(4-((2,2,2-trifluoro-1-phenylethoxy)methyl)phenyl)benzamide